ClC=1C=C(C=CC1Cl)N1N=C2N([C@@H](CCC2)C2=CC=CC=C2)C1=O (S)-2-(3,4-dichlorophenyl)-5-phenyl-5,6,7,8-tetrahydro-[1,2,4]triazolo[4,3-a]pyridin-3(2H)-one